2-methyl-6-(1-methylpyrazol-4-yl)morpholine sodium bisulphate sodium salt [Na+].S([O-])(O)(=O)=O.[Na+].CC1CNCC(O1)C=1C=NN(C1)C.S([O-])(O)(=O)=O